FC1=C2N=CC(NC2=CC=C1F)=O 5,6-difluoroquinoxalin-2(1H)-one